1-(oxetan-3-yl)-1H-indazole-6-carboxylate O1CC(C1)N1N=CC2=CC=C(C=C12)C(=O)[O-]